ClC1=CC(=C(C=C1OCC(C1=CC=CC=C1)=O)N1C(C=2CCCCC2C1=O)=O)F 2-(4-chloro-2-fluoro-5-(2-oxo-2-phenylethoxy)phenyl)-4,5,6,7-tetrahydro-1H-isoindole-1,3(2H)-dione